ClCC(=O)N1C2=C(OCC13CC3)N=CC(=C2)CC2=CC=C(C=C2)F 2-chloro-1-(7'-(4-fluorobenzyl)-1'H,3'H-spiro[cyclopropane-1,2'-pyrido[2,3-b][1,4]oxazin]-1'-yl)ethan-1-one